C1(=CC=C(C=C1)CCNC1=CC(=NC=N1)C1=CC(=CS1)C(F)(F)F)C 5-[6-(2-p-Tolyl-ethylamino)-pyrimidin-4-yl]-3-trifluoromethyl-thiophene